6-amino-1-(4-aminophenyl)-1,3,3-trimethylindene NC1=CC=C2C(CC(C2=C1)(C)C1=CC=C(C=C1)N)(C)C